N-(4-fluorobenzyl)-3-tert-butyl-1-N-pentyl-1H-imidazole-5-carboxamide FC1=CC=C(CNC(=O)C2=CN(CN2CCCCC)C(C)(C)C)C=C1